N1(CCCCC1)C1CCN(CC1)C1CCN(CC1)C1=NC2=CC=C(C=C2C=C1S(=O)(=O)C1=CC(=C(C=C1)OCCCCCCCCCC)F)S(=O)C ([1,4':1',4''-terpiperidin]-1''-yl)-3-((4-(decyloxy)-3-fluorophenyl)sulfonyl)-6-(methylsulfinyl)quinoline